FC1=NC(=CC(=C1)N=C=O)F 2,6-Difluoro-4-isocyanatopyridine